NC1=NC=C(C=C1O[C@H](C)C=1C=C(C=CC1)NC(C1=CC(=CC=C1)C1(CCCC1)O)=O)Cl (R)-N-(3-(1-((2-Amino-5-chloropyridin-3-yl)oxy)ethyl)phenyl)-3-(1-hydroxycyclopentyl)benzamid